5-chloro-2-hydroxy-3-(pyridin-3-yl)-M-(6-(trifluoromethyl)benzo[d]thiazol-2-yl)benzamide hydrochloride Cl.ClC1=CC(C(C(C(=O)N)=C1)O)(C=1SC2=C(N1)C=CC(=C2)C(F)(F)F)C=2C=NC=CC2